6-N-[(2S)-2-aminobutyl]-4-N-[(3-chloro-4-methylphenyl)methyl]-1-methylpyrazolo[3,4-d]pyrimidine-4,6-diamine N[C@H](CNC1=NC(=C2C(=N1)N(N=C2)C)NCC2=CC(=C(C=C2)C)Cl)CC